ClC1=CC=C(C=C1)C1=CC=C(N1C1=C(C=CC=C1)C(F)(F)F)C1=CC=C(C=N1)C(=O)NCCCN(C)C 6-[5-(4-chlorophenyl)-1-[2-(trifluoromethyl)phenyl]pyrrol-2-yl]-N-[3-(dimethylamino)propyl]-pyridine-3-carboxamide